CC(C)CCC(CCCC(C)C)C 2,5,9-trimethyldecane